C(C=C)(=O)NC1=CC=C2CCN=CC2=C1 7-acrylamido-3,4-dihydroisoquinolin